C(N)(OC=C)=O O-vinyl carbamate